6,8-Difluoro-5-(piperazin-1-yl)-2,3-dihydro-1,4-benzodioxine FC1=C(C2=C(OCCO2)C(=C1)F)N1CCNCC1